ClC=1C=C(C=CC1Cl)C=1N=C(SC1SC(C)C)N1N=C(C(=C1C(=O)O)C1=CC=C(C=C1)NS(=O)(=O)C)C 1-(4-(3,4-dichlorophenyl)-5-(isopropylthio)thiazol-2-yl)-3-methyl-4-(4-(methylsulfonamido)phenyl)-1H-pyrazole-5-carboxylic acid